ClC1=CC(=C(C=C1)N1C(N(C(=CC1=O)C(F)(F)F)C)=O)F 3-(4-Chloro-2-fluorophenyl)-1-methyl-6-(trifluoromethyl)pyrimidine-2,4(1H,3H)-dione